(ethylene-ethylene) ether C1CCCO1